ClC=1C=C(C(=NC1)C)S(=O)(=O)NC=1C(=C(C(=CC1)F)[C@H]1CCC=2N(C1)C=NC2C(=O)NC)F (6R)-6-[3-(5-chloro-2-methylpyridine-3-sulfonamido)-2,6-difluorophenyl]-N-methyl-5H,6H,7H,8H-imidazo[1,5-a]pyridine-1-carboxamide